(1s,4s)-N,N-dimethyl-4-((4-(methylamino)-5-(pyrazolo[1,5-a]pyrimidin-5-yl)-7H-pyrrolo[2,3-d]pyrimidin-2-yl)amino)cyclohexane-1-carboxamide CN(C(=O)C1CCC(CC1)NC=1N=C(C2=C(N1)NC=C2C2=NC=1N(C=C2)N=CC1)NC)C